6,7-Difluoro-2,3-dihydro-phthalazine-1,4-dione FC=1C=C2C(NNC(C2=CC1F)=O)=O